8-(3-iodo-1-(tetrahydro-2H-pyran-2-yl)-1H-pyrazolo[3,4-b]pyrazin-6-yl)-2-(6-methyl-2-(trifluoromethyl)pyrimidin-4-yl)-2,8-diazaspiro[4.5]decane IC1=NN(C2=NC(=CN=C21)N2CCC1(CCN(C1)C1=NC(=NC(=C1)C)C(F)(F)F)CC2)C2OCCCC2